azoxolone N1OC(C=C1)=O